isopropoxycarbonyl 4-[4-[[2-[2-[tert-butoxycarbonyl(cyclopropylmethyl)amino]-4-pyridyl]oxazole-4-carbonyl] amino]-3-(difluoromethyl)pyrazol-1-yl]benzoate C(C)(C)(C)OC(=O)N(C1=NC=CC(=C1)C=1OC=C(N1)C(=O)NC=1C(=NN(C1)C1=CC=C(C(=O)OC(=O)OC(C)C)C=C1)C(F)F)CC1CC1